BrC=1C=CC(=C(C1)NC(CC(=O)O)C)[N+](=O)[O-] 3-((5-bromo-2-nitrophenyl)amino)butanoic acid